(S)-(8-(chloromethyl)-4-hydroxy-2-methyl-7,8-dihydro-6H-oxazolo[4,5-e]indol-6-yl)(5,6,7-trimethoxy-1H-indol-2-yl)methanone ClC[C@@H]1CN(C2=CC(=C3C(=C12)N=C(O3)C)O)C(=O)C=3NC1=C(C(=C(C=C1C3)OC)OC)OC